(1r,2s)-2-(3-amino-1-(tert-butoxycarbonyl)-1H-indazol-6-yl)-5'-methoxy-2'-oxospiro[cyclopropane-1,3'-indoline]-1'-carboxylic acid tert-butyl ester C(C)(C)(C)OC(=O)N1C([C@@]2(C3=CC(=CC=C13)OC)[C@@H](C2)C2=CC=C1C(=NN(C1=C2)C(=O)OC(C)(C)C)N)=O